N-(3-(4-(4-phenoxyphenoxy)pyridin-3-yl)phenyl)propionamide O(C1=CC=CC=C1)C1=CC=C(OC2=C(C=NC=C2)C=2C=C(C=CC2)NC(CC)=O)C=C1